C(CCCCCCCCCCCCC)(=O)O.COC methylether myristate